CC1=CC=C(C=C1)S(=O)(=O)OCC1CN(C1)C(NC=1C=NC(=C(C1)NC(=O)C=1C=NN2C1C=NC(=C2)C=2C=NN(C2)C)C)=O (1-((6-methyl-5-(6-(1-methyl-1H-pyrazol-4-yl)pyrazolo[1,5-a]pyrazine-3-carboxamido)pyridin-3-yl)carbamoyl)azetidin-3-yl)methyl 4-methylbenzenesulfonate